acryl-tryptophan C(=O)(C=C)N[C@@H](CC1=CNC2=CC=CC=C12)C(=O)O